C(C)(=O)C1=C(C2=C(N=C(N=C2)NC2=NC=C(C=C2)C2CCN(CC2)C=2C=NC(=CC2)CCl)N(C1=O)C1CCCC1)C 6-acetyl-2-[[5-[1-[6-(chloromethyl)-3-pyridyl]-4-piperidyl]-2-pyridyl]amino]-8-cyclopentyl-5-methyl-pyrido[2,3-d]pyrimidin-7-one